6-[8-[[2-[(1R)-1-aminoethyl]-8-fluoro-6,7-dihydro-5H-cyclopenta[f][1,3]benzoxazol-6-yl]methyl]-2-oxo-1-oxa-3,8-diazaspiro[4.5]decan-3-yl]-4H-pyrazino[2,3-b][1,4]oxazin-3-one N[C@H](C)C=1OC2=C(N1)C=C1C(=C2F)CC(C1)CN1CCC2(CN(C(O2)=O)C2=NC3=C(OCC(N3)=O)N=C2)CC1